C1(=CC=CC=C1)NC1=NC=NC2=CC=C(C=C12)C1=CNC2=NC=CC=C21 N-phenyl-6-(1H-pyrrolo[2,3-b]pyridin-3-yl)quinazolin-4-amine